FC=1C=2N(C=CC1)N=C(C2)[C@H]2N(CCC1=C2N=CN1)C=1N=CC(=NC1)C(=O)N1CC(C1)O (S)-(5-(4-(4-fluoropyrazolo[1,5-a]pyridin-2-yl)-1,4,6,7-tetrahydro-5H-imidazo[4,5-c]pyridin-5-yl)pyrazin-2-yl)(3-hydroxyazetidin-1-yl)methanone